rac-4-(5-cyclopropyl-1,2-oxazol-3-yl)-4-methyl-N-{(1S,2S)-2-[4-(propan-2-yl)piperazin-1-yl]cyclopentyl}piperidine-1-carboxamide C1(CC1)C1=CC(=NO1)C1(CCN(CC1)C(=O)N[C@@H]1[C@H](CCC1)N1CCN(CC1)C(C)C)C |r|